FC1=C(OC2=CC=NC3=CC(=C(C=C23)OC)OCCOC)C=CC(=C1)[N+](=O)[O-] 4-(2-fluoro-4-nitro-phenoxy)-6-methoxy-7-(2-methoxyethoxy)quinoline